tert-butyl (1R,3S)-1-(((R)-tert-butylsulfinyl)amino)-3-fluoro-8-azaspiro[4.5]decane-8-carboxylate C(C)(C)(C)[S@@](=O)N[C@@H]1C[C@H](CC12CCN(CC2)C(=O)OC(C)(C)C)F